FC=1C=NC(=NC1)C=1C(=C(N)C=CC1)OC 3-(5-fluoropyrimidine-2-yl)-2-methoxyaniline